5-acetyl-4-(7-bromobenzo[b]thiophen-3-yl)-2-cyclopropyl-6-methyl-1,4-dihydropyridine-3-carboxylic acid isopropyl ester C(C)(C)OC(=O)C1=C(NC(=C(C1C=1C2=C(SC1)C(=CC=C2)Br)C(C)=O)C)C2CC2